N(=NC(C#N)(C)C)C(C#N)(C)C 2,2'-azobis(2-methylpropionitrile)